3,4-dimethyl-2,3,4,5-tetrahydro-1H-benzofuro[3,2-c]azepine CC1C(CC2=C(CN1)C1=C(O2)C=CC=C1)C